3-(2-methoxyethyl) 5-propan-2-yl 2,6-dimethyl-4-(3-nitrophenyl)-1,4-dihydropyridine-3,5-dicarboxylate CC=1NC(=C(C(C1C(=O)OCCOC)C1=CC(=CC=C1)[N+](=O)[O-])C(=O)OC(C)C)C